FC1=C(C=CC(=C1)F)C1=CNC=2N=C(N=C(C21)NCC2CCOCC2)NC2=CC=C(C=C2)CN2CCN(CC2)C 5-(2,4-difluorophenyl)-N2-(4-((4-methylpiperazin-1-yl)methyl)phenyl)-N4-((tetrahydro-2H-pyran-4-yl)methyl)-7H-pyrrolo[2,3-d]pyrimidine-2,4-diamine